CN(CCCOC1=CC=C(C=N1)C1=CC=C2N=CC=3N(C(N4C(COC1=C2C34)(C)C)=O)C)C 7-(6-(3-(Dimethylamino)propoxy)pyridin-3-yl)-2,10,10-trimethyl-9,10-dihydro-8-oxa-2,4,10a-Triazanaphtho[2,1,8-cde]azulene-1(2H)-one